6-(1,1-bis(4-hydroxyphenyl)ethyl)dibenzo[C,e][1,2]oxaphosphin-6-oxide OC1=CC=C(C=C1)C(C)(C1=CC=C(C=C1)O)P1(OC2=C(C3=C1C=CC=C3)C=CC=C2)=O